NCC(CC[Si](OC)(OC)C)C 4-Amino-(3-methylbutyl)methyldimethoxysilan